BrCCOCCOCCOCCOCCOCCOCCN(C(OC(C)(C)C)=O)C(=O)OC(C)(C)C tert-butyl N-[2-[2-[2-[2-[2-[2-(2-bromoethoxy)ethoxy]ethoxy]ethoxy]ethoxy]ethoxy]ethyl]-N-tert-butoxycarbonyl-carbamate